C(C)(=O)N1CCC(CC1)NCC=1C=CC(=NC1OC)C=1C(=C(C=CC1)C1=C(C(=NC=C1)C1=CC(=C(CN[C@H](CCO)C(=O)O)C=C1)OC)Cl)Cl (4-(4-(3-(5-(((1-acetylpiperidin-4-yl)amino)methyl)-6-methoxypyridin-2-yl)-2-chlorophenyl)-3-chloropyridin-2-yl)-2-methoxybenzyl)-D-homoserine